tert-butyl (S)-3-(2-methyl-5-((3-(trifluoromethyl)phenyl) carbamoyl)phenyl)pyrrolidine-1-carboxylate CC1=C(C=C(C=C1)C(NC1=CC(=CC=C1)C(F)(F)F)=O)[C@H]1CN(CC1)C(=O)OC(C)(C)C